9,9-dimethyl-9H-fluorene-1,3,4,6,8-d5 CC1(C2=C(C=C(C=C2C=2C(=C(C=C(C12)[2H])[2H])[2H])[2H])[2H])C